C(CCCCC)C(=O)C1=CC=CC=C1 Phenyl hexyl ketone